methyl 3-(bis(4-methoxybenzyl)amino)-6-bromopyrazine-2-carboxylate COC1=CC=C(CN(C=2C(=NC(=CN2)Br)C(=O)OC)CC2=CC=C(C=C2)OC)C=C1